N1(CCOCC1)NC(=O)C=1N=C(N(C1CC)C1=CC=C(C=C1)C#CCCC#N)C1=C(C=C(C=C1)Cl)Cl 1-[4-(4-Cyano-but-1-ynyl)-phenyl]-2-(2,4-dichloro-phenyl)-5-ethyl-1H-imidazole-4-carboxylic acid morpholin-4-ylamide